rac-N-{[2,5-dioxo-4-(pyridin-3-yl)imidazolidin-4-yl]methyl}-2-(4-fluorophenyl)-2H-1,2,3-triazole-4-carboxamide O=C1NC([C@@](N1)(C=1C=NC=CC1)CNC(=O)C1=NN(N=C1)C1=CC=C(C=C1)F)=O |r|